BrCOCOC1=C(C=CC=2C3=CC=CC=C3CC12)I ((bromomethoxy)methoxy)-2-iodo-9H-fluorene